1,1'-(cyclopentane-1,1-diylbis(ethane-2,1-diyl))dipyrrolidine C1(CCCC1)(CCN1CCCC1)CCN1CCCC1